2-iodo-4-fluorophenol IC1=C(C=CC(=C1)F)O